FC=1C=C2CCC(CC2=CC1)NC(=O)C=1N=NC(=C(C1)C)N1CCC(CC1)OC=1C=NC(=CC1)OC N-(6-fluoro-1,2,3,4-tetrahydronaphthalen-2-yl)-6-{4-[(6-methoxypyridin-3-yl)oxy]piperidin-1-yl}-5-methylpyridazine-3-carboxamide